FC(C=1C=C(OC=2C=3N(C=C(N2)CNC(C=C)=O)C=CN3)C=CC1)(F)F N-((8-(3-(trifluoromethyl)phenoxy)imidazo[1,2-a]pyrazin-6-yl)methyl)acrylamide